C(C)(C)(C)N1N=C(N=C1[C@H]1C[C@H](CC1)N1CC2(CS(C2)(=O)=O)CC1)C1CC1 6-((1S,3R)-3-(1-(tert-butyl)-3-cyclopropyl-1H-1,2,4-triazol-5-yl)cyclopentyl)-2-thia-6-azaspiro[3.4]octane 2,2-dioxide